C(C)(C)NC(O[C@H]1C[C@H](CC1)C=1NN=C(C1)NC(=O)C=1N(N=C(C1)C=1C=NC=CC1C1OCCO1)C)=O (1R,3S)-3-(5-{5-[4-(1,3-dioxolan-2-yl)pyridin-3-yl]-2-methylpyrazole-3-amido}-2H-pyrazol-3-yl)cyclopentyl N-isopropylcarbamate